(Z)-5-(3-Bromo-4-hydroxybenzylidene)-1-(4-methoxyphenyl)pyrimidine-2,4,6(1H,3H,5H)-trione BrC=1C=C(\C=C/2\C(NC(N(C2=O)C2=CC=C(C=C2)OC)=O)=O)C=CC1O